NC1=NNC(=C1)[C@H]1C[C@H](CC1)O cis-3-(3-amino-1H-pyrazol-5-yl)cyclopentan-1-ol